N1CC(CC1)NC(C1=CC=CC=C1)=O N-pyrrolidin-3-ylbenzamide